(E)-1-Ethyl-4-(1-(p-tolylsulfinyl)-2-tosylvinyl)benzene C(C)C1=CC=C(C=C1)/C(=C\S(=O)(=O)C1=CC=C(C)C=C1)/S(=O)C1=CC=C(C=C1)C